N-methyl-N-(2-(8-methyl-1,3,4,5-tetrahydro-2H-pyrido[4,3-b]indol-2-yl)-2-oxoethyl)acrylamide CN(C(C=C)=O)CC(=O)N1CC2=C(NC=3C=CC(=CC23)C)CC1